tert-butyl-5-[6-[[4-methyl-6-(methylamino)pyrimidin-2-yl] amino]-1,3-benzodioxol-4-yl]-2,3,4,7-tetrahydroazepine-1-carboxylate C(C)(C)(C)OC(=O)N1CCCC(=CC1)C1=CC(=CC=2OCOC21)NC2=NC(=CC(=N2)C)NC